C(C)C1(COCC1)NC(OC1CCCC1)=O cyclopent-yl [(3ξ)-3-ethyltetrahydro-furan-3-yl]carbamate